3-fluoro-5-(iodomethyl)piperidine-1-carboxylic acid tert-butyl ester C(C)(C)(C)OC(=O)N1CC(CC(C1)CI)F